NC1=CC=C(C=C1)C1=NN(C2=NC=NC(=C21)N)CCF 3-(4-Aminophenyl)-1-(2-fluoroethyl)-1H-pyrazolo[3,4-d]pyrimidin-4-ylamine